4-(3-methoxyphenyl)-2-{3-[4-(pyrrolidin-1-yl)butyl]ureido}thiophene-3-carboxylic acid ethyl ester C(C)OC(=O)C1=C(SC=C1C1=CC(=CC=C1)OC)NC(=O)NCCCCN1CCCC1